(2S,3S,4S,5S)-4-[[3-(3,4-difluoro-2-isopropoxy-phenyl)-4,5-dimethyl-5-(trifluoromethyl)tetrahydrofuran-2-carbonyl]amino]pyridine-2-carboxamide FC=1C(=C(C=CC1F)[C@H]1[C@H](O[C@@]([C@H]1C)(C(F)(F)F)C)C(=O)NC1=CC(=NC=C1)C(=O)N)OC(C)C